Cl.Cl.ClC=1C=C2C=CN(C2=C(C1)C1=NC=NN2C1=CC(=C2)CN2C([C@H]1N(CC2=O)CCC1)=O)C[C@@H]1CNCCO1 (S)-2-((4-(5-chloro-1-(((S)-morpholin-2-yl)methyl)-1H-indol-7-yl)pyrrolo[2,1-f][1,2,4]triazin-6-yl)methyl)tetrahydropyrrolo[1,2-a]pyrazine-1,3(2H,4H)-dione dihydrochloride